4-[[6-bromo-1-[(4-methoxyphenyl)methyl]indazol-3-yl]methyl]morpholine BrC1=CC=C2C(=NN(C2=C1)CC1=CC=C(C=C1)OC)CN1CCOCC1